tert-Butyl 4-[4-(2-bromoethoxy)phenoxy]piperidine-1-carboxylate BrCCOC1=CC=C(OC2CCN(CC2)C(=O)OC(C)(C)C)C=C1